1-(t-butoxycarbonyl)-4-piperidone C(C)(C)(C)OC(=O)N1CCC(CC1)=O